2-isopropylidene-10-methyl-spiro[4.5]-6-decene-6-formaldehyde C(C)(C)=C1CC2(CC1)C(=CCCC2C)C=O